FC1=NC(=CC(=C1)C=1C=C(C=CC1C)NC(=O)C1=CC2=C(OCO2)C=C1)N1CCOCC1 N-(3-(2-fluoro-6-morpholinopyridin-4-yl)-4-methylphenyl)benzo[d][1,3]dioxole-5-carboxamide